6-(4-chlorophenyl)-3-methyl-2,3,4,5-tetrahydropyridine ClC1=CC=C(C=C1)C=1CCC(CN1)C